NC=1C2=C(N=CN1)N(C=C2C(C)CC)[C@@H]2O[C@@H]([C@H]([C@H]2O)O)CSCC=2C(=NOC2C2=CC=CC=C2)C (2R,3R,4S,5S)-2-(4-Amino-5-(sec-butyl)-7H-pyrrolo[2,3-d]pyrimidin-7-yl)-5-((((3-methyl-5-phenylisoxazol-4-yl)methyl)thio)methyl)tetrahydrofuran-3,4-diol